Benzyl (R)-5-(2-amino-3-phenylpropoxy)-2-methoxyisonicotinate trifluoroacetate FC(C(=O)O)(F)F.N[C@@H](COC1=CN=C(C=C1C(=O)OCC1=CC=CC=C1)OC)CC1=CC=CC=C1